CN1C(=NC2=C1C=C(C=C2C2CCN(CC2)C(=O)OC(C)(C)C)C2=CC=C(C=C2)N2CCN(CC2)C2CCOCC2)C2=CC=C(C=C2)S(=O)(=O)C tert-butyl 4-(1-methyl-2-(4-(methylsulfonyl)phenyl)-6-(4-(4-(tetrahydro-2H-pyran-4-yl)piperazin-1-yl)phenyl)-1H-benzo[d]imidazol-4-yl)piperidine-1-carboxylate